Allyl 4-azido-2-dichloroacetamido-2,4,6-trideoxy-β-D-galactopyranoside N(=[N+]=[N-])[C@@H]1[C@@H]([C@H]([C@H](OCC=C)O[C@@H]1C)NC(C(Cl)Cl)=O)O